methyl 3-butyl-7-methoxy-2-methyl-5-phenyl-2,3,4,5-tetrahydro-1,2,5-benzothiadiazepine-8-carboxylate 1,1-dioxide C(CCC)C1N(S(C2=C(N(C1)C1=CC=CC=C1)C=C(C(=C2)C(=O)OC)OC)(=O)=O)C